CN1C(OC2=C1C=C(C=C2)C2=NC=C(C=C2)CN2C[C@H](OCC2)C=2C(=C1COC(C1=CC2)=O)C)=O (R)-3-methyl-5-(5-((2-(4-methyl-1-oxo-1,3-dihydroisobenzofuran-5-yl)morpholino)methyl)pyridin-2-yl)benzo[d]oxazol-2(3H)-one